Cl.N[C@@H](CC(=O)OCC)C=1C=C(C=C(C1F)C)C1=C(C=CC=C1C)O ethyl (3S)-3-amino-3-{4-fluoro-2'-hydroxy-5,6'-dimethyl-[1,1'-biphenyl]-3-yl}propanoate hydrochloride